COC1=CC2=C(C3=CC=CC=C3N=C2C=C1)NC1CCN(CC1)C 2-methoxy-N-(1-methylpiperidin-4-yl)acridin-9-amine